[N+](=O)([O-])C1=CC=CC2=CC=CC=C12 1-Nitronaphthalen